O[C@H]1[C@@H](O)[C@H](O)[C@H](O)[C@@H](O1)CO α-l-galactopyranose